C(C1=CC=CC=C1)(=O)[O-].CC1=C(C(=CC=C1)C)NC1=C(C[NH+](CC)CC)C=CC=C1 2-[(2,6-dimethylphenyl)amino]-N,N-diethylbenzylammonium benzoate